3,3,3-trifluoro-N-(5-(2-(((3S,5S)-5-fluoro-piperidin-3-yl)amino)-8-isopropyl-7-oxo-7,8-dihydropyrido[2,3-d]-pyrimidin-6-yl)-1-methyl-1H-pyrazol-3-yl)propane-1-sulfonamide FC(CCS(=O)(=O)NC1=NN(C(=C1)C1=CC2=C(N=C(N=C2)N[C@@H]2CNC[C@H](C2)F)N(C1=O)C(C)C)C)(F)F